FC1=CC=2N(C=C1C1CCN(CC1)S(=O)(=O)C1=CN=C3N1C=CC=C3)N=CN2 7-fluoro-6-(1-(imidazo[1,2-a]pyridin-3-ylsulfonyl)piperidin-4-yl)-[1,2,4]triazolo[1,5-a]pyridine